3-fluoro-N-{4-fluoro-3-[5-(2-methylpropyl)-2H-pyrazolo[3,4-b]pyridin-2-yl]phenyl}azetidine-1-carboxamide FC1CN(C1)C(=O)NC1=CC(=C(C=C1)F)N1N=C2N=CC(=CC2=C1)CC(C)C